sodium bis(2-ethylhexyl) phosphate P(=O)(OCC(CCCC)CC)(OCC(CCCC)CC)[O-].[Na+]